N-[(15aS,16R)-17,17,20-trifluoro-3,7-dimethyl-1-oxo-2,3,15a,16,17,18-hexahydro-1H,15H-4,8-(azeno)-14,10-(metheno)pyrrolo[1,2-j][1,7,10]oxadiazacycloheptadecin-16-yl]ethanesulfonamide FC1([C@@H]([C@H]2N(C(CN(C=3C=CC(=C(OC=4C=CC=C(C2)C4F)N3)C)C)=O)C1)NS(=O)(=O)CC)F